OC1CN(CC1)C1=C(C(=O)N)C=CC=N1 (3-hydroxypyrrolidin-1-yl)nicotinamide